2-(4-Chlorophenyl)-4,5,6,7-tetrahydrooxazolo[5,4-c]pyridine ClC1=CC=C(C=C1)C=1OC=2CNCCC2N1